2-(benzyloxy)propan-1-ol Platinum(II) [Pt+2].C(C1=CC=CC=C1)OC(CO)C